FC1=C2C(=CN=C1N1CC3(CN(C3)C(CN3CCOCC3)=O)C1)NC(=C2C(C)C)C=2C=C(C=1N(C2)N=CN1)OC 1-(6-(4-fluoro-3-isopropyl-2-(8-methoxy-[1,2,4]triazolo[1,5-a]pyridin-6-yl)-1H-pyrrolo[2,3-c]pyridin-5-yl)-2,6-diazaspiro[3.3]heptan-2-yl)-2-morpholinoethan-1-one